C(#N)C1=CC(=C(COC2=CC(=CC(=N2)N2CCN(CC2)[C@@H](C)C2=NC3=C(N2C[C@H]2OCC2)C=C(C=C3)C(=O)OC)OC)C=C1)F methyl 2-((S)-1-(4-(6-((4-cyano-2-fluorobenzyl)oxy)-4-methoxypyridin-2-yl)piperazin-1-yl)ethyl)-1-(((S)-oxetan-2-yl)methyl)-1H-benzo[d]imidazol-6-carboxylate